S(=O)(=O)([O-])OOS(=O)(=O)[O-].[Na+].[Na+] Sodium PerSulfate